BrC1=C(C=CC=2NC=NC21)NC=2NCCN2 4-bromo-N-(4,5-dihydro-1H-imidazol-2-yl)-1H-benzo[d]imidazol-5-amine